4-(4-(4-fluorophenoxy)phenyl)-6-(methyl-(phenyl)amino)picolinic acid FC1=CC=C(OC2=CC=C(C=C2)C2=CC(=NC(=C2)N(C2=CC=CC=C2)C)C(=O)O)C=C1